OC1=C(C=CC=C1)C=CC(C)=O 4-(hydroxyphenyl)-3-buten-2-one